F\C(=C/CN)\C(S(=O)(=O)C1=C(OC=C1)C)(F)F (Z)-3,4,4-trifluoro-4-((2-methylfuran-3-yl)sulfonyl)but-2-en-1-amine